rac-tert-butyl (R)-(4-(4-(1-(2-(diisopropylcarbamoyl)-4-fluorophenyl)-1H-pyrrolo[2,3-c]pyridine-3-carbonyl)piperidin-1-yl)-5-methylhexyl)(methyl)carbamate C(C)(C)N(C(=O)C1=C(C=CC(=C1)F)N1C=C(C=2C1=CN=CC2)C(=O)C2CCN(CC2)[C@H](CCCN(C(OC(C)(C)C)=O)C)C(C)C)C(C)C |r|